2-[4,6-bis(trifluoromethyl)-1,3,5-triazin-2-yl]-6-chloro-1-ethenyl-2,3,4,9-tetrahydro-1H-pyrido[3,4-b]indole FC(C1=NC(=NC(=N1)C(F)(F)F)N1C(C=2NC3=CC=C(C=C3C2CC1)Cl)C=C)(F)F